(2-ethyl-2H-pyrazolo[4,3-c]pyridin-3-yl)(4-methoxyphenyl)methanone C(C)N1N=C2C(C=NC=C2)=C1C(=O)C1=CC=C(C=C1)OC